COC1=CC=C(C=C1)C1=NOC(=N1)N1CCC(CC1)C(=O)N1CCOCC1 (1-(3-(4-methoxyphenyl)-1,2,4-oxadiazol-5-yl)piperidin-4-yl)(morpholino)methanone